C1(CC1)C#CC=1C=CC(=C(C1)N(C(=O)C1=C(N(C(C=C1)=O)CC(=O)N(C)C)C)C)C N-(5-(cyclopropylethynyl)-2-methylphenyl)-1-(2-(dimethylamino)-2-oxoethyl)-N,2-dimethyl-6-oxo-1,6-dihydropyridine-3-carboxamide